C(C1=CC=CC=C1)OC[C@H](NC([C@@H](COC)NC(=O)C1=NC=CN=C1)=O)B(O)O ((R)-2-(benzyloxy)-1-((R)-3-methoxy-2-(pyrazine-2-carboxamido)propanamido)ethyl)boronic acid